NCCCO[Si](OC)(C)CCCN (beta-aminoethyl)-gamma-aminopropyl-methyldimethoxysilane